C(C)(=O)C=1C=C(CC=2C(NC3=CC=CC=C3C2)=O)C=CC1 3-(3-acetylbenzyl)quinolin-2(1H)-one